O1CCN(CC1)C=1SC(=C(N1)C(NCC1=C(C=CC=C1)C(F)(F)F)=O)NC(OC(C)(C)C)=O tert-butyl (2-morpholino-4-((2-(trifluoromethyl)benzyl)carbamoyl) thiazol-5-yl)carbamate